C1(=CC=CC=C1)C1=NC(=CC(=N1)C1=CC(=C(C#N)C(=C1)N1C2=C(C3=CC=CC=C13)C=CN=C2)N2C1=C(C3=CC=CC=C23)C=CN=C1)C1=CC=CC=C1 4-(2,6-diphenylpyrimidin-4-yl)-2,6-bis(9H-pyrido[3,4-b]indol-9-yl)benzonitrile